ClC1=NC(=C(C(=C1C#N)C1CC1)C#N)N1CC(OC(C1)C)C 2-chloro-4-cyclopropyl-6-(2,6-dimethylmorpholino)pyridine-3,5-dicarbonitrile